FC1=C(C=CC=C1[N+](=O)[O-])N1CCN(CC1)C(=O)OC(C)(C)C tert-butyl 4-(2-fluoro-3-nitro-phenyl)piperazine-1-carboxylate